3,5-diiodophenylhydrazine IC=1C=C(C=C(C1)I)NN